4-(3-cyclohexyl-2-methyl-2H-indazol-5-yl)-N-(5-((4-ethylpiperazin-1-yl)methyl)pyridin-2-yl)-5-fluoropyrimidin-2-amine C1(CCCCC1)C=1N(N=C2C=CC(=CC12)C1=NC(=NC=C1F)NC1=NC=C(C=C1)CN1CCN(CC1)CC)C